1-(benzyloxy)-5-bromo-2-cyclopropyl-4-iodobenzene C(C1=CC=CC=C1)OC1=C(C=C(C(=C1)Br)I)C1CC1